OC12C(C=3C=CSC3N=C2N(CC1)C1=CC=CC=C1)=O 9-hydroxy-12-phenyl-4-thia-2,12-diazatricyclo[7.3.0.03,7]dodeca-1,3(7),5-trien-8-one